BrC=1C(=C(SC1)NC(CN1C(C=CC2=CC(=CC=C12)C(F)(F)F)=O)=O)N1N=CC=N1 N-(4-bromo-3-(2H-1,2,3-triazol-2-yl)thiophen-2-yl)-2-(2-oxo-6-(trifluoromethyl)quinolin-1(2H)-yl)acetamide